NCCNCCC[Si](OCC)(OCC)OCC 3-(2-aminoethylamino)propyltriethoxysilane